NC1=CC=C(C=C1)C=1N=C(C2=C(N1)C=C(S2)CNC2=NC=C(C=N2)C(=O)OCC)N2CCOCC2 Ethyl 2-((2-(4-aminophenyl)-4-morpholinothieno[3,2-d]pyrimidin-6-yl)methylamino)pyrimidine-5-carboxylate